methyl 3-(1-(Aminomethyl)cyclohexyl)propanoate hydrochloride Cl.NCC1(CCCCC1)CCC(=O)OC